4-(5-chloro-2-(4-(trifluoromethyl)-1H-1,2,3-triazol-1-yl)phenyl)-5-morpholinofuran-2(5H)-one ClC=1C=CC(=C(C1)C1=CC(OC1N1CCOCC1)=O)N1N=NC(=C1)C(F)(F)F